tricyclo[1.1.1.01,3]Pentane C123CC1(C2)C3